13-chloro-19,20-difluoro-14-methoxy-16,16-dioxo-9-oxa-16λ6-thia-17-azatetracyclo[16.3.1.111,15.02,7]tricosa-1(21),2,4,6,11(23),12,14,18(22),19-nonaen-10-one ClC1=CC=2C(OCC3=CC=CC=C3C3=CC(=C(C(NS(C(=C1OC)C2)(=O)=O)=C3)F)F)=O